Lithium hydroxide, monohydrate O.[OH-].[Li+]